[Sn]=S tin monosulfide